(E)-2-cyano-3-(3,4-difluorophenyl)acrylic acid C(#N)/C(/C(=O)O)=C\C1=CC(=C(C=C1)F)F